2-cyclohexyl-5-(2,3,4-trifluorostyryl)-1,3-benzenediol C1(CCCCC1)C1=C(C=C(C=C1O)C=CC1=C(C(=C(C=C1)F)F)F)O